CC([C@@H](C(=O)O)N)SSC[C@@H](C(=O)O)N methyl-L-cystine